O=C1CC(CO1)OC(C(=C)C)=O 5-oxotetrahydrofuran-3-ylmethacrylate